CN1CCCNC2=C(C=CC=C2C=2C=CC=C(N[C@@H]3CN([C@H](C1=O)C3)C(=O)OCC3=CC=CC=C3)N2)[N+](=O)[O-] benzyl (14S,17S)-12-methyl-6-nitro-13-oxo-8,12,15,18,23-pentazatetracyclo[17.3.1.114,17.02,7]tetracosa-1(23),2,4,6,19,21-hexaene-15-carboxylate